C(C)(C)(C)[SiH](C1=CC=CC=C1)C1=CC=CC=C1 Tert-butyl-diphenyl-silane